ClC1=NC=CC(=C1)C(C=O)(C)C 2-(2-chloropyridin-4-yl)-2-methylpropanaldehyde